C1(CCC1)O[C@H]1CN(CCC1)C1CCN(CC1)C(=O)OC(C)(C)C |r| rac-tert-butyl 3-(cyclobutyloxy)[1,4'-bipiperidine]-1'-carboxylate